[N+](=[N-])=CC(CC[C@@H](C(=O)OC(C)C)NC([C@H](CC1=CNC2=C(C=CC=C12)N(C)C)O)=O)=O isopropyl (S)-6-diazo-2-((S)-3-(7-(dimethylamino)-1H-indol-3-yl)-2-hydroxypropanamido)-5-oxohexanoate